2-[6-(azetidin-3-yl)-3-methylimidazo[1,5-a]pyridin-8-yl]-5-fluoro-N-(2-methoxyethyl)-N-(isopropyl)benzamide N1CC(C1)C=1C=C(C=2N(C1)C(=NC2)C)C2=C(C(=O)N(C(C)C)CCOC)C=C(C=C2)F